3-(5-Fluoro-2-pyridinyl)prop-2-yn-1-ol FC=1C=CC(=NC1)C#CCO